FC1=CC=C(C(=O)N2CC(CCC2)C(=O)N2CCN(CC2)C2=CC=NC3=CC(=CC=C23)OC)C=C1 (1-(4-fluorobenzoyl)piperidin-3-yl)(4-(7-methoxyquinolin-4-yl)piperazin-1-yl)methanone